C(=O)NC=1C=C2C(=CC=NC2=CC1OC)OC1=CC=C(C=C1)NC(=O)C1(CC1)C(=O)NC1=CC=C(C=C1)C N-[4-[(6-formamido-7-methoxy-4-quinolyl)oxy]phenyl]-N'-(4-methylphenyl)-1,1-cyclopropanedicarboxamide